FC(C1=NC(=C(C(=C1C(=O)O)C1=CC=NC=C1)OC)C)F 2-difluoromethyl-5-methoxy-6-methyl-4,4-bipyridine-3-carboxylic acid